C(C)N1N=CC=C1C(=O)N[C@H](C(NC1=NC=CC(=C1)O[C@@H]1C(N[C@@H](C1)C(F)(F)F)=O)=O)C1CCC(CC1)C 1-ethyl-N-((S)-1-((1r,4S)-4-methylcyclohexyl)-2-oxo-2-((4-(((3S,5S)-2-oxo-5-(trifluoromethyl)pyrrolidin-3-yl)oxy)pyridin-2-yl)amino)ethyl)-1H-pyrazole-5-carboxamide